6-methyl-6,8-dihydro-5H-imidazo[5,1-c][1,4]Oxazine-3-carboxylic acid lithium salt [Li+].CC1CN2C(CO1)=CN=C2C(=O)[O-]